methyl 2-fluoro-N-(4-hydroxybutanoyl)-D-phenylalaninate FC1=C(C[C@@H](NC(CCCO)=O)C(=O)OC)C=CC=C1